(R)-6-isopropyl-10-oxo-2-phenyl-6,10-dihydro-5H-pyrazolo[1,5-a]pyrido[2,1-c]pyrazine-9-carboxylic Acid C(C)(C)[C@H]1N2C(C=3N(C1)N=C(C3)C3=CC=CC=C3)=CC(C(=C2)C(=O)O)=O